tert-Butyl (1S,2S,5R)-2-(((7-bromo-2,6-dichloro-8-fluoro-4-hydroxyquinazolin-5-yl)oxy)methyl)-3,8-diazabicyclo[3.2.1]octane-8-carboxylate BrC1=C(C(=C2C(=NC(=NC2=C1F)Cl)O)OC[C@@H]1[C@@H]2CC[C@H](CN1)N2C(=O)OC(C)(C)C)Cl